4-(((S)-1-(4-chloro-8-((S)-ethylsulfonimidoyl)-1-oxo-2-phenyl-1,2-dihydroisoquinolin-3-yl)ethyl)amino)pyrido[2,3-d]pyrimidin-5(8H)-one ClC1=C(N(C(C2=C(C=CC=C12)[S@](=O)(=N)CC)=O)C1=CC=CC=C1)[C@H](C)NC=1C2=C(N=CN1)NC=CC2=O